5-(7,8-dimethyl-[1,2,4]triazolo[1,5-a]pyridin-6-yl)-6-isopropyl-4H-pyrrolo[3,2-d]thiazol-2-carboxamide CC1=C(C=2N(C=C1C1=C(C=3N=C(SC3N1)C(=O)N)C(C)C)N=CN2)C